N1=C(NC2=NC=CC=C21)N[C@@H]2C[C@H](CC2)NC2=CC=C(C=N2)N2C(C=CC1=CC=CN=C21)=O 1-(6-(((1S,3S)-3-((3H-Imidazo[4,5-b]pyridin-2-yl)amino)cyclopentyl)amino)pyridin-3-yl)-1,8-naphthyridin-2(1H)-one